ClC1=CN2CC(CC3=CC(=CC1=C23)F)NC(OC(C)(C)C)=O tert-butyl (1-chloro-8-fluoro-5,6-dihydro-4H-pyrrolo[3,2,1-ij]quinolin-5-yl)carbamate